FC(C=1OC(=NN1)C1=CC=C(C=C1)CC1=NN=C(N1C)C1=CC=CC=C1)F 2-(difluoromethyl)-5-(4-((4-methyl-5-phenyl-4H-1,2,4-triazol-3-yl)methyl)phenyl)-1,3,4-oxadiazole